N-[3-(2,4-diaminoquinazolin-7-yl)phenyl]prop-2-enamide NC1=NC2=CC(=CC=C2C(=N1)N)C=1C=C(C=CC1)NC(C=C)=O